CC(=O)N[C@@H](CSC1=C(C(=O)C=C2C1=NC3=C(O2)C=CC(=C3)C(=O)O)N)C(=O)O The molecule is a cysteine derivative that is the S-(2-amino-8-carboxy-3-oxo-3H-phenoxazin-1-yl) derivative of N-acetyl-L-cysteine. It has a role as a metabolite. It is a cysteine derivative, a N-acetyl-amino acid, a phenoxazine and a L-cysteine derivative. It is a conjugate acid of a grixazone B(2-).